C(=C)C1(CC1)COCCC(=O)OC(C)(C)C tert-butyl 3-((1-vinylcyclopropyl)methoxy)propanoate